4-methyl-N-[3-(4-methylimidazol-1-yl)-5-(trifluoromethyl)phenyl]-3-[[4-(1-prop-2-enoylpiperidin-3-yl)pyrimidin-2-yl]amino]benzamide CC1=C(C=C(C(=O)NC2=CC(=CC(=C2)C(F)(F)F)N2C=NC(=C2)C)C=C1)NC1=NC=CC(=N1)C1CN(CCC1)C(C=C)=O